(E)-4-(1,2,3,6-tetrahydro-2,6-dioxo-1,3-dipropyl-9H-purin-8-yl)cinnamic acid O=C1N(C(C=2N=C(NC2N1CCC)C1=CC=C(/C=C/C(=O)O)C=C1)=O)CCC